(S)-5-(3-(3-cyclobutylpyridin-4-yl)phenyl)-5,8,8-trimethyl-7,8,9,10-tetrahydrobenzo[b][1,8]naphthyridin-6(5H)-one C1(CCC1)C=1C=NC=CC1C=1C=C(C=CC1)[C@@]1(C2=C(NC=3N=CC=CC13)CC(CC2=O)(C)C)C